C(=CC)N1CCC(CC1)[C@@H]1CCNC=2N1N=C(C2C(=O)N)C2=CC=C(C=C2)OC2=CC=CC=C2 (S)-7-(1-propenylpiperidin-4-yl)-2-(4-phenoxyphenyl)-4,5,6,7-tetrahydropyrazolo-[1,5-a]pyrimidine-3-carboxamide